C(CC)C1(C(=C(CCC1)C(=O)O)C(=O)O)CCC di-n-propyl-1-cyclohexene-1,2-dicarboxylic acid